2-oxaspiro[4.5]decane C1OCCC12CCCCC2